5-((3-fluoro-4-methoxybenzyl)amino)-N-(2-hydroxy-2-methylpropyl)-2-(piperazin-1-yl)benzamide trifluoroacetate FC(C(=O)O)(F)F.FC=1C=C(CNC=2C=CC(=C(C(=O)NCC(C)(C)O)C2)N2CCNCC2)C=CC1OC